pyridin-3-ylmethyl-4-(4-(naphthalene-1-sulfonylamino)benzoyl)piperazine N1=CC(=CC=C1)CN1CCN(CC1)C(C1=CC=C(C=C1)NS(=O)(=O)C1=CC=CC2=CC=CC=C12)=O